C(C=C)N1N=C(N=N1)NCC1=C(N=NN1C)C1=CC=C(C(=N1)C)O[C@@H]1C[C@H](CCC1)C(=O)O (1S,3S)-3-((6-(5-(((2-allyl-2H-tetrazol-5-yl)amino)methyl)-1-methyl-1H-1,2,3-triazol-4-yl)-2-methylpyridin-3-yl)oxy)cyclohexane-1-carboxylic acid